C1NCCC12CC(CC2)NS(=O)(=O)C N-(2-azaspiro[4.4]nonan-7-yl)methanesulfonamide